6-Diethylamino-1-methyl-2-(6-trifluoromethoxy-benzothiazol-2-ylamino)-1H-benzoimidazole-5-carboxylic acid (2-morpholin-4-yl-ethyl)-amide N1(CCOCC1)CCNC(=O)C1=CC2=C(N(C(=N2)NC=2SC3=C(N2)C=CC(=C3)OC(F)(F)F)C)C=C1N(CC)CC